FC1=C(C(=O)NC=2C(=NN(C(C2)=O)C(C([2H])([2H])O)([2H])[2H])C2=C(C=CC=C2)C(F)(F)F)C=C(C=C1)C(F)(F)F 2-fluoro-N-(1-(2-hydroxyethyl-1,1,2,2-d4)-6-oxo-3-(2-(trifluoromethyl)phenyl)-1,6-dihydropyridazin-4-yl)-5-(trifluoromethyl)benzamide